C(C)(C)C1=NC=2C=CNC(C2C(=C1)NC1=NC=C(C=C1)N1CCN(CC1)C)=O 2-isopropyl-4-[[5-(4-methyl-piperazin-1-yl)-2-pyridyl]amino]-6H-1,6-naphthyridin-5-one